ethyl (S)-5-(6-(1-amino-1,3-dihydrospiro[indene-2,4'-piperidin]-1'-yl)-4-oxo-4,5-dihydro-1H-pyrazolo[3,4-d]pyrimidin-3-yl)-7,8-dihydroquinoline-3-carboxylate N[C@@H]1C2=CC=CC=C2CC12CCN(CC2)C=2NC(C1=C(N2)NN=C1C=1C=2C=C(C=NC2CCC1)C(=O)OCC)=O